C1(=CC=CC=C1)N1/C(/SCC1)=N/C(=O)N1C=CC2=NC=CC=C21 (Z)-N-(3-phenylthiazolidin-2-ylidene)-1H-pyrrolo[3,2-b]pyridine-1-carboxamide